(1R)-7-(benzylsulfanyl)-1,4-dimethyl-1H,2H-imidazo[1,2-a]quinazolin-5-one C(C1=CC=CC=C1)SC=1C=C2C(N(C=3N(C2=CC1)[C@@H](CN3)C)C)=O